BrC1=CC(=C(C(=C1)F)/N=N/C(C(=O)[O-])(C(C)C)C#N)OCC (E)-2-((4-bromo-2-ethoxy-6-fluorophenyl)diazenyl)-2-cyano-3-methylbutanoate